FC(OC1=C(C=CC=C1F)NC1=C(NC2=C1C(NCC2CCOC)=O)C2=C(C=NC=C2)F)F 3-{[2-(difluoromethoxy)-3-fluorophenyl]Amino}-2-(3-fluoropyridin-4-yl)-7-(2-methoxyethyl)-1H,5H,6H,7H-pyrrolo[3,2-c]Pyridin-4-one